C=CCCCCCCCC DeCaen